FC(C1=NC=C(C(=C1)C1=C(C(=O)NS(=O)(=O)CC2=CC=C(C=C2)[C@@H](C)OC)C=CC(=C1)C)OC)F (R)-2-(2-(difluoromethyl)-5-methoxypyridin-4-yl)-N-((4-(1-methoxyethyl)benzyl)sulfonyl)-4-methylbenzamide